5-{[(1S)-1-[6-chloro-2-oxo-7-(propan-2-yloxy)-1,2-dihydroquinolin-3-yl]ethyl]amino}-1-methyl-6-oxo-1,6-dihydropyridine-2-carbonitrile ClC=1C=C2C=C(C(NC2=CC1OC(C)C)=O)[C@H](C)NC1=CC=C(N(C1=O)C)C#N